N[C@@H]1CN(CCC1)C1=CC(=NC=C1C=1C=NN(C1)C(F)F)NC1=NC(=NC=C1)C1=C(C=C(C=C1OC)CO)F (S)-(4-(4-((4-(3-aminopiperidin-1-yl)-5-(1-(difluoromethyl)-1H-pyrazol-4-yl)pyridin-2-yl)amino)pyrimidin-2-yl)-3-fluoro-5-methoxyphenyl)methanol